N-(2-methylpentan-2-yl)cyclohexane-1,4-diamine CC(C)(CCC)NC1CCC(CC1)N